3-chloro-2-hydroxypropyl-2-methacryloxyethyldimethylammonium chloride [Cl-].ClCC(C[N+](C)(C)CCOC(C(=C)C)=O)O